Benzyl 6-amino-5,9-anhydro-7-O-[(3R)-3-(decyloxy) tetradecanoyl]-2-{[(3R)-3-(decyloxy) tetradecanoyl] Amino}-2,3,4,6-tetradeoxy-D-erythro-L-galacto-deconate N[C@H]1[C@H](CC[C@@H](C(=O)OCC2=CC=CC=C2)NC(C[C@@H](CCCCCCCCCCC)OCCCCCCCCCC)=O)O[C@@H]([C@H]([C@@H]1OC(C[C@@H](CCCCCCCCCCC)OCCCCCCCCCC)=O)O)CO